ClC=1C=C(C(=C(C=NC(C(=O)O)C(C)C)C1)OC(C(C)C)=O)OC(C1=CC(=CC=C1)C)=O 2-(5-chloro-2-(isobutyryloxy)-3-(3-meth-ylbenzoyloxy)benzylideneamino)-3-methyl-butanoic acid